N1CN=C2N=CN=C2C1 dihydro-6H-purin